[Nb].[Cu].[Sn] tin-copper-niobium